tert-butyl 4-[[4-[2-(2-amino-3-pyridyl)-5-phenyl-imidazo[4,5-b]pyridin-3-yl]phenyl]methyl]piperazine-1-carboxylate NC1=NC=CC=C1C1=NC=2C(=NC(=CC2)C2=CC=CC=C2)N1C1=CC=C(C=C1)CN1CCN(CC1)C(=O)OC(C)(C)C